ClC1=C2C(=NN(C2=C(C=C1)C=1C=C2C(=NC1C(CC1=CC(=CC(=C1)F)F)NC(OC(C)(C)C)=O)N=C(S2)C)C)NS(=O)(=O)C tert-butyl (1-(6-(4-chloro-1-methyl-3-(methylsulfonamido)-1H-indazol-7-yl)-2-methylthiazolo[4,5-b]pyridin-5-yl)-2-(3,5-difluorophenyl)ethyl)carbamate